ethyl-dihydroxyethyl-methyl-ammonium methyl-sulfate COS(=O)(=O)[O-].C(C)[NH+](C)CC(O)O